BrC1=CN=C(N1C)C(=O)NC1=CC(=C(C(=O)[O-])C=C1)Cl 4-(5-bromo-1-methyl-1H-imidazole-2-carboxamido)-2-chlorobenzoate